BrC=1C=C2N(C(C=3N(C2=CC1Cl)C=CN3)=O)C=3C(=NC=CC3)C 7-Bromo-8-chloro-5-(2-methylpyridin-3-yl)imidazo[1,2-a]quinoxalin-4(5H)-one